4-azido-2-chloro-1-((3-fluorobenzyl)oxy)benzene N(=[N+]=[N-])C1=CC(=C(C=C1)OCC1=CC(=CC=C1)F)Cl